C(C\C=C/C)[Mg] (Z)-pent-3-en-1-yl-magnesium